NC1=C(C(=NN1C)C1CC2CC3(CC2C1)CN=C(O3)C=3N=CSC3)C(=O)NC3=CC(=C(C=C3)F)Cl 5-amino-N-(3-chloro-4-fluorophenyl)-1-methyl-3-(2-(thiazol-4-yl)-3',3a',4',5',6',6a'-hexahydro-1'H,4H-spiro[oxazole-5,2'-pentalene]-5'-yl)-1H-pyrazole-4-carboxamide